C(O)(O)=O.CN methylamine compound with carbonic acid